(S)-3-(4-Cyano-1H-Pyrazol-1-Yl)-2-Hydroxy-2-Methyl-N-(4-Nitro-3-(Trifluoromethyl)Phenyl)Propanamide C(#N)C=1C=NN(C1)C[C@](C(=O)NC1=CC(=C(C=C1)[N+](=O)[O-])C(F)(F)F)(C)O